ClCOC(CCCCCCCCCCCCCCCCCCC)=O eicosanoic acid chloromethyl ester